2-[[4-[5-isoprop-oxy-2-(2H-tetrazol-5-yl)phenyl]piperazin-1-yl]methyl]-1,3-benzothiazole C(C)(C)OC=1C=CC(=C(C1)N1CCN(CC1)CC=1SC2=C(N1)C=CC=C2)C=2N=NNN2